BrC1=C(C=C(C=C1F)C=1C(=NC(=NC1)NC=1C=NN(C1)C)NC=1C=C(C=CC1F)NC(\C=C\CN(C)C)=O)F (E)-N-(3-((5-(4-bromo-3,5-difluorophenyl)-2-((1-methyl-1H-pyrazol-4-yl)amino)pyrimidin-4-yl)amino)-4-fluorophenyl)-4-(dimethylamino)but-2-enamide